NCCOCCOCCOC1=NC(=NC(=C1)C(F)(F)F)N[C@@H]1[C@H]([C@H]([C@H](O[C@@H]1CCC)CO)O)O (2R,3R,4R,5R,6R)-5-((4-(2-(2-(2-aminoethoxy)ethoxy)ethoxy)-6-(trifluoromethyl)pyrimidin-2-yl)amino)-2-(hydroxymethyl)-6-propyltetrahydro-2H-pyran-3,4-diol